2-(1-(2-fluorobenzyl)-5-(isoxazol-3-yl)-1H-pyrazol-3-yl)-pyrimidin-4-amine FC1=C(CN2N=C(C=C2C2=NOC=C2)C2=NC=CC(=N2)N)C=CC=C1